2-(4-(tert-butyl)benzamido)-3-(1-phenyl-1H-pyrrol-2-yl)acrylic acid C(C)(C)(C)C1=CC=C(C(=O)NC(C(=O)O)=CC=2N(C=CC2)C2=CC=CC=C2)C=C1